2-methyl-5-[(4-nitrophenyl)methyl]pyridine CC1=NC=C(C=C1)CC1=CC=C(C=C1)[N+](=O)[O-]